perfluorophenyl 18-oxo-18-((4-(N-(2,2,2-trifluoroacetyl)sulfamoyl)phenethyl)amino)octadecanoate O=C(CCCCCCCCCCCCCCCCC(=O)OC1=C(C(=C(C(=C1F)F)F)F)F)NCCC1=CC=C(C=C1)S(NC(C(F)(F)F)=O)(=O)=O